FC(O[C@@H]1C[C@H](N(C1)C(CNC(C1=CC=C(C=C1)OC1=CC=C(C=C1)C(F)(F)F)=O)=O)C(=O)OC)F methyl (2S,4R)-4-(difluoromethoxy)-1-((4-(4-(trifluoromethyl)phenoxy)benzoyl) glycyl)pyrrolidine-2-carboxylate